I/C(=C/C(=O)OCC)/C Ethyl (E)-3-iodobut-2-enoate